2-(2-amino-6-(5-phenyl-1H-pyrazol-1-yl)-9H-purin-9-yl)-N-(1-ethyl-3-methyl-1H-pyrazol-5-yl)acetamide ethyl-(R)-2-((4-(4-fluorophenyl)-5-methyl-2-oxo-2H-chromen-7-yl)oxy)propanoate C(C)OC([C@@H](C)OC1=CC(=C2C(=CC(OC2=C1)=O)C1=CC=C(C=C1)F)C)=O.NC1=NC(=C2N=CN(C2=N1)CC(=O)NC1=CC(=NN1CC)C)N1N=CC=C1C1=CC=CC=C1